IC=1N=C(N2N=C(C=C(C21)C(C#N)(C)C)N2[C@@H](COCC2)C)C2=CC=NN2C2OCCCC2 (5-iodo-2-((R)-3-methylmorpholino)-7-(1-(tetrahydro-2H-pyran-2-yl)-1H-pyrazol-5-yl)imidazo[1,5-b]pyridazin-4-yl)-2-methylpropionitrile